methyl 3-[[5-(cyclopropylcarbamoyl)-2-fluoro-phenyl]methoxy]-5-[4-[(3S)-3-hydroxypyrrolidin-1-yl]butylcarbamoylamino]isothiazole-4-carboxylate C1(CC1)NC(=O)C=1C=CC(=C(C1)COC1=NSC(=C1C(=O)OC)NC(NCCCCN1C[C@H](CC1)O)=O)F